tert-butyl ((7-(1-(cyclobutyl((5-(2,6-difluorophenyl)pyridin-2-yl)methyl)carbamoyl)cyclopropyl)-4-oxo-3,4-dihydrophthalazin-1-yl)methyl)carbamate C1(CCC1)N(C(=O)C1(CC1)C1=CC=C2C(NN=C(C2=C1)CNC(OC(C)(C)C)=O)=O)CC1=NC=C(C=C1)C1=C(C=CC=C1F)F